trimethylamine trihydrofluoride salt F.F.F.CN(C)C